2-(((1R)-1-(2-cyano-3-(2-cycloprop-yl-2-methylmorpholino)-7-meth-ylquinoxalin-5-yl)ethyl)amino)-benzoic acid C(#N)C1=NC2=CC(=CC(=C2N=C1N1CC(OCC1)(C)C1CC1)[C@@H](C)NC1=C(C(=O)O)C=CC=C1)C